CC(C)(COP(=O)([O-])OP(=O)([O-])OC[C@@H]1[C@H]([C@H]([C@@H](O1)N2C=NC3=C(N=CN=C32)N)O)OP(=O)([O-])[O-])[C@H](C(=O)NCCC(=O)NCCSC(=O)C4=CC(=CC=C4)O)O The molecule is an acyl-CoA(4-) that is the tetraanion of 3-hydroxybenzoyl-CoA arising from deprotonation of phosphate and diphosphate functions. It is a conjugate base of a 3-hydroxybenzoyl-CoA.